Cl.NC(C(=O)N1CCN(CC1)C(=O)NC1=NC(N(C=C1)C1=CC=C2CC(COC2=C1)N1C[C@@H](CC1)CN)=O)(C)C 4-(2-Amino-2-methylpropanoyl)-N-(1-(3-((S)-3-(aminomethyl)pyrrolidin-1-yl)chroman-7-yl)-2-oxo-1,2-dihydropyrimidin-4-yl)piperazine-carboxamide hydrochloride